[Cl-].C(CCCCCCCCCCC)[N+](CCO)(CCO)C1=CC=CC=C1 N-dodecyl-N,N-di(2-hydroxyethyl)phenyl-ammonium chloride